(4-bromo-2,6-dimethoxyphenyl)methanol BrC1=CC(=C(C(=C1)OC)CO)OC